N-(3-(1H-1,2,4-triazol-3-ylthio)-4-hydroxynaphthalen-1-yl)-2,4,5-trimethylbenzenesulfonamide N1N=C(N=C1)SC=1C=C(C2=CC=CC=C2C1O)NS(=O)(=O)C1=C(C=C(C(=C1)C)C)C